5-(trifluoromethyl)-3-[[(1S,3S)-3-[4-[5-(trifluoromethyl)pyrimidin-2-yl]piperazine-1-carbonyl]cyclopentyl]amino]-1H-pyridazin-6-one FC(C1=CC(=NNC1=O)N[C@@H]1C[C@H](CC1)C(=O)N1CCN(CC1)C1=NC=C(C=N1)C(F)(F)F)(F)F